[Na+].C(=O)([O-])C1N(C(CC1)=O)CC(=O)[O-].[Na+] 2-carboxy-5-oxo-1-pyrrolidine-acetic acid sodium salt